N-(2-methoxyethyl)-1-(2-(methylsulfonyl)-ethyl)-2-((6-(trifluoro-methoxy)benzo[d]-oxazol-2-yl)amino)-1H-benzo[d]imidazole-5-carboxamide COCCNC(=O)C1=CC2=C(N(C(=N2)NC=2OC3=C(N2)C=CC(=C3)OC(F)(F)F)CCS(=O)(=O)C)C=C1